(4S)-4-[(3S)-3-(β-D-glucopyranosyloxy)-1-buten-1-yl]-4-hydroxy-3,5,5-trimethyl-2-cyclohexen-1-one [C@@H]1([C@H](O)[C@@H](O)[C@H](O)[C@H](O1)CO)O[C@H](C=C[C@]1(C(=CC(CC1(C)C)=O)C)O)C